C1(CCCCC1)C(=O)N1CCN(CC1)C(=O)C(C1=CC=CC=C1)N1C(NC2=CC=CC=C2C1=O)=O 3-(4-(cyclohexylcarbonyl)piperazine-1-carbonyl-benzyl)quinazoline-2,4(1H,3H)-dione